(R)-4-(2-(1H-pyrazol-3-yl)-7-(spiro[2.3]hexane-5-yl)-6,7,8,9-tetrahydro-2H-benzo[cd]azulen-4-yl)-3-methylmorpholine N1N=C(C=C1)C1C=C2CCC(CC=3C2=C1C=C(C3)N3[C@@H](COCC3)C)C3CC1(CC1)C3